ClC=1C=C(OC2=NC=C(C=N2)C2=CN=CC(=N2)NC2CN(C2)C(C=C)=O)C=CC1 1-[3-[[6-[2-(3-chlorophenoxy)pyrimidin-5-yl]pyrazin-2-yl]amino]azetidin-1-yl]prop-2-en-1-one